(S)-1-(3,5-difluorophenyl)ethan-1-amine hydrochloride Cl.FC=1C=C(C=C(C1)F)[C@H](C)N